FC1=C(C=CC(=C1)S(=O)(=O)S(=O)C)C1=NN2C(OCCC2)=C1C(=O)OCC1=CC=CC=C1 benzyl 2-[2-fluoro-4-(methylsulfinylsulfonyl) phenyl]-6,7-dihydro-5H-pyrazolo[5,1-b][1,3]oxazine-3-carboxylate